P(=O)(O)(O)OC[C@@H]1[C@H]([C@H]([C@@H](O1)C1=CNC(=O)NC1=O)O)O pseudouridine-5'-monophosphate